4-(4-((1R,5S)-3,8-diazabicyclo[3.2.1]oct-3-yl)-2-((2,3-dihydro-1H-pyrrolo[2,1-a]isoindol-9b(5H)-yl)methoxy)-8-fluoropyrido[4,3-d]pyrimidin-7-yl)-5-ethynylnaphthalen-2-ol [C@H]12CN(C[C@H](CC1)N2)C=2C1=C(N=C(N2)OCC23N(CC4=CC=CC=C24)CCC3)C(=C(N=C1)C1=CC(=CC3=CC=CC(=C13)C#C)O)F